C[C@@H]1CN(CC[C@@H]1NC1=NC=C(C(=N1)C=1C=NN(C1)C=1C(=NC(=CC1)CNC)C)C(F)(F)F)S(=O)(=O)C=1N=CN(C1)C N-((3R,4S)-3-Methyl-1-((1-methyl-1H-imidazol-4-yl)sulfonyl)piperidin-4-yl)-4-(1-(2-methyl-6-((methylamino)methyl)pyridin-3-yl)-1H-pyrazol-4-yl)-5-(trifluoromethyl)pyrimidin-2-amine